(1-(ethylsulfonyl)-5-phenylpentyl)dimethyl-(phenyl)germane C(C)S(=O)(=O)C(CCCCC1=CC=CC=C1)[Ge](C1=CC=CC=C1)(C)C